C(C)(C)C1=C2C(C=3C4=C(SC3C2=CC=C1)C=CC=C4)=O 1-isopropyl-10H-benzo[b]indeno[2,1-d]thiophen-10-one